1-(6-Methanesulfonyl-1H-benzoimidazol-2-yl)-1H-pyrazole CS(=O)(=O)C=1C=CC2=C(NC(=N2)N2N=CC=C2)C1